Tert-butyl 5-[(3,5-difluoro-2-methylphenyl)carbamothioyl]-4-hydroxy-6-oxo-3,6-dihydropyridine-1(2H)-carboxylate FC=1C(=C(C=C(C1)F)NC(=S)C1=C(CCN(C1=O)C(=O)OC(C)(C)C)O)C